O=C1NC(CCC1N1C(C2=CC=C(C=C2C1=O)N1CCC(CC1)C(CC=O)(C)C)=O)=O 3-(1-(2-(2,6-dioxopiperidin-3-yl)-1,3-dioxoisoindolin-5-yl)piperidin-4-yl)-3-methylbutyraldehyde